2-(N-glycyl-L-histidyl)-L-lysine NCC(=O)N[C@@H](CC1=CNC=N1)C(=O)[C@](N)(CCCCN)C(=O)O